4-((S*)-5-(3-chloro-2-fluoro-5-(trifluoromethyl)phenyl)-5-(trifluoromethyl)-4,5-dihydro-isoxazol-3-yl)-2-methyl-N-(cis-3-(methylcarbamoyl)cyclobutyl)benzamide ClC=1C(=C(C=C(C1)C(F)(F)F)[C@@]1(CC(=NO1)C1=CC(=C(C(=O)N[C@@H]2C[C@@H](C2)C(NC)=O)C=C1)C)C(F)(F)F)F |o1:11|